(2r,5s)-4-(5-cyclopropyl-7H-pyrrolo[2,3-d]pyrimidin-4-yl)-2,5-dimethylpiperazine-1-carboxylic acid tert-butyl ester C(C)(C)(C)OC(=O)N1[C@@H](CN([C@H](C1)C)C=1C2=C(N=CN1)NC=C2C2CC2)C